COC1=CC=C(C=C1)C1=CN(C2=C1C=1N(C(NCC1C=N2)=O)[C@H]2C[C@@H](CC2)NC(OC)=O)COCC[Si](C)(C)C methyl ((1R,3R)-3-(9-(4-methoxyphenyl)-2-oxo-7-((2-(trimethylsilyl)ethoxy)methyl)-2,3,4,7-tetrahydro-1H-pyrrolo[3',2':5,6]pyrido[4,3-d]pyrimidin-1-yl)cyclopentyl)carbamate